1-benzyl-3-hydroxy-5-(1H-pyrazol-4-yl)pyridin-1-ium bromide [Br-].C(C1=CC=CC=C1)[N+]1=CC(=CC(=C1)C=1C=NNC1)O